(2S,4R)-N-((R)-1-(4-carbamimidoylthiophen-2-yl)ethyl)-4-methoxypyrrolidine-2-carboxamide C(N)(=N)C=1C=C(SC1)[C@@H](C)NC(=O)[C@H]1NC[C@@H](C1)OC